3-hydroxy-2-(3-methyl-6-isopropenylcyclohex-2-enyl)-5-(2-methyloctan-2-yl)phenolate OC=1C(=C(C=C(C1)C(C)(CCCCCC)C)[O-])C1C=C(CCC1C(=C)C)C